2-chloro-N,N-dimethyl-4-((S)-1'-((R)-3,3,3-trifluoro-2-hydroxy-2-phenylpropanoyl)-1,4'-bipiperidin-3-ylamino)benzamide ClC1=C(C(=O)N(C)C)C=CC(=C1)N[C@@H]1CN(CCC1)C1CCN(CC1)C([C@@](C(F)(F)F)(C1=CC=CC=C1)O)=O